[I-].FC(OC1=CC=C(C=C1)CC#N)(F)F 2-(4-(trifluoromethoxy)phenyl)acetonitrile iodide